NC=1N=C(C(=C(C(=O)OC)C1)C)C methyl 6-amino-2,3-dimethylisonicotinate